tert-butyl 6-[4-[2-[1-(6,7-dihydro-5H-pyrrolo[1,2-c]imidazol-1-yl)-2-oxo-2-(thiazol-2-ylamino) ethyl]-7-fluoro-indazol-6-yl] phenyl]-2,6-diazaspiro[3.3]heptane-2-carboxylate C1(=C2N(C=N1)CCC2)C(C(NC=2SC=CN2)=O)N2N=C1C(=C(C=CC1=C2)C2=CC=C(C=C2)N2CC1(CN(C1)C(=O)OC(C)(C)C)C2)F